ClC=1C=C2C(C(N=C(C2=CC1)NC)=O)C=1C(NC=CC1)=O 6-chloro-1-(methylamino)-4-(2-oxo-1,2-dihydropyridin-3-yl)isoquinolin-3(4H)-one